OCCCCCCCC(=O)NC1=C(C(=O)NC2=NC=C(C=C2)C)C=CC=C1 (8-hydroxyoctanoylamino)-N-(5-methylpyridin-2-yl)benzamide